ClC1=C(C(=O)OC)C=CC(=C1)NC(=O)N1[C@@H]2CC[C@H]1CC=1C(=NC=CC12)F methyl 2-chloro-4-((5R,8S)-1-fluoro-6,7,8,9-tetrahydro-5H-5,8-epiminocyclohepta[c]pyridine-10-carboxamido)benzoate